NC[C@@H](CNC(OC(C)(C)C)=O)O (S)-tert-butyl (3-amino-2-hydroxypropyl)carbamate